C(C1=CC=CC=C1)OC1C(CN(C1)C(=O)OC(C)(C)C)(C(F)(F)F)OC tert-butyl 4-(benzyloxy)-3-methoxy-3-(trifluoromethyl)pyrrolidine-1-carboxylate